C1(=CC=CC=C1)C1(C2=CC=CC=C2C=2C=CC(=CC12)N(C1=CC=2C(C3=CC=CC=C3C2C=C1)(C1=CC=CC=C1)C1=CC=CC=C1)C1=C(C=CC=C1)C1=CC=2C=CC3=CC=CC=C3C2C=C1)C1=CC=CC=C1 N-(9,9-diphenyl-9H-fluoren-2-yl)-N-(2-(phenanthren-2-yl)phenyl)-9,9-diphenyl-9H-fluoren-2-amine